ClC=1C(=NC(=NC1)N1CCC(CC1)NC1=CC=C2C(=NN(C2=C1)C)C1C(NC(CC1)=O)=O)NC=1C=C2CC(N(C2=CC1)CC)=O 3-(6-((1-(5-chloro-4-((1-ethyl-2-oxoindolin-5-yl)amino)pyrimidin-2-yl)piperidin-4-yl)amino)-1-methyl-1H-indazol-3-yl)piperidine-2,6-dione